OCCS(=O)(=O)NC=1C=C2C3(CN(C2=CC1)C(=O)C=1OC(=CC1)[C@H](C(C)(C)C)O)CCC1(CC3)CC1 (S)-2-hydroxy-N-(1''-(5-(1-hydroxy-2,2-dimethylpropyl)furan-2-carbonyl)dispiro[cyclopropane-1,1'-cyclohexane-4',3''-indolin]-5''-yl)ethane-1-sulfonamide